OC1CCC(CC1)CC(=O)OCC ethyl 2-(4-hydroxycyclohexyl)acetate